ClC1=NC(=CC=C1C(=O)C1(CCN(CC1)C(=O)OC(C)(C)C)C)COC1OCCCC1 tert-butyl 4-[2-chloro-6-(tetrahydropyran-2-yloxymethyl)pyridine-3-carbonyl]-4-methyl-piperidine-1-carboxylate